FC(CCCOC1=CC=C(CO)C=C1)(C(C(C(F)(F)F)(F)F)(F)F)F 4-(4,4,5,5,6,6,7,7,7-nonafluoroheptyloxy)benzyl alcohol